(4-(3-hydroxyoxetan-3-yl)phenyl)(4-(quinolin-4-yloxy)piperidin-1-yl)methanone OC1(COC1)C1=CC=C(C=C1)C(=O)N1CCC(CC1)OC1=CC=NC2=CC=CC=C12